1-(3,5-dimethyl-benzyl)-1,3,5-triazin-2,4-dione CC=1C=C(CN2C(NC(N=C2)=O)=O)C=C(C1)C